N#CC#N.C(C)N1C=[N+](C=C1)C 1-ethyl-3-methylimidazolium dicyan salt